C(C)(C)(C)N=C=NC1CCCC1 1-tertiary butyl-3-cyclopentyl-carbodiimide